1-ethyl-3-[3-(dimethylamino)propyl]carbodiimide C(C)N=C=NCCCN(C)C